FC(C1=NNC(=C1)C)F 3-(Difluoromethyl)-5-methyl-1H-pyrazole